BrC1=CC(=C2C(=NC=NN21)Cl)C 7-bromo-4-chloro-5-methylpyrrolo[2,1-f][1,2,4]Triazine